OC(=O)C(F)(F)F.C1(=CC(=CC=C1)C(=O)N)C1=CC=CC=C1 [1,1'-biphenyl]-3-carboxamide TFA Salt